C1(=CC=CC=C1)N1C(C=2C(C1=O)=CC=C(C2)Cl)=O N-phenyl-5-chlorophthalimide